FC1=CC=C(C=C1)CCN1N=CC=C1O [2-(4-fluorophenyl)ethyl]-1H-pyrazol-5-ol